1-(3-bromo-4-nitro-phenyl)triazole BrC=1C=C(C=CC1[N+](=O)[O-])N1N=NC=C1